Cl.CC1=CC(=C(C(N1)=O)CNC(=O)C1=CC2=C(OC(O2)C2CCNCC2)C(=C1)C=1C=NC(=CC1)N1CCOCC1)SC N-((6-methyl-4-(methylthio)-2-Oxo-1,2-dihydropyridin-3-yl)methyl)-7-(6-morpholinopyridin-3-yl)-2-(piperidin-4-yl)benzo[d][1,3]dioxol-5-carboxamide hydrochloride